Z-1,3-thiazin-4-one S1C=NC(C=C1)=O